ClC1=NC(=NO1)C1=CC(=CC=C1)[N+](=O)[O-] 5-chloro-3-(3-nitrophenyl)-1,2,4-oxadiazole